(3,4-Difluoro-phenyl)boronic acid FC=1C=C(C=CC1F)B(O)O